C(C1=CC=CC=C1)N(C1=CC=C2C(=CC(=NC2=C1)C1=CC=C(C=C1)C(C)(C)C)Cl)CC1=CC=CC=C1 N,N-dibenzyl-2-(4-(tert-butyl)phenyl)-4-chloroquinolin-7-amine